(1R,2S,4R,5S)-4-hydroxybicyclo[3.1.0]hexane-2-carboxylic acid methyl ester COC(=O)[C@@H]1[C@@H]2C[C@@H]2[C@@H](C1)O